IC=1C=CC(=C2N=CSC21)N 7-iodobenzo[d]thiazol-4-amine